2-(5-methylthiophen-2-yl)chroman-4-one CC1=CC=C(S1)C1OC2=CC=CC=C2C(C1)=O